2-mercaptopyridine sodium salt [Na].SC1=NC=CC=C1